CC1NOCC1 3-methylisoxazolidine